(3R)-7-((2S,5R)-4-acryloyl-2,5-dimethylpiperazin-1-yl)-9-chloro-10-(2,4-difluorophenyl)-3-(3-(3,3-difluoropyrrolidin-1-yl)propyl)-2,3-dihydro-5H-[1,4]oxazino[2,3,4-ij]quinazolin-5-one C(C=C)(=O)N1C[C@@H](N(C[C@H]1C)C1=NC(N2C3=C(C(=C(C=C13)Cl)C1=C(C=C(C=C1)F)F)OC[C@H]2CCCN2CC(CC2)(F)F)=O)C